4-(2-amino-1-((3,5-dicyano (dimethylamino)-4-ethylpyridin-2-yl)thio)-2-oxoethyl)phenyl methanesulfonate CS(=O)(=O)OC1=CC=C(C=C1)C(C(=O)N)SC1=NC(=C(C(=C1C#N)CC)C#N)N(C)C